C12(CC3CC(CC(C1)C3)C2)CN2N=CC(=C2C)C2=CN=C(C(=C2C(=O)OC)O)N methyl 5-(1-(adamantan-1-ylmethyl)-5-methyl-1H-pyrazol-4-yl)-2-amino-3-hydroxyisonicotinate